CC1=C(C=CC=C1C)C1=CC(=NC2=C(N=CC=C12)C1=CC=NN1)N1CCOCC1 4-(2,3-dimethylphenyl)-2-(morpholin-4-yl)-8-(1H-pyrazol-5-yl)-1,7-naphthyridine